IC1=NN(C=C1)C=1C=CC(=C(O\C(\C(=O)OC)=C/OC)C1)C methyl (Z)-2-[5-(3-iodopyrazol-1-yl)-2-methyl-phenoxy]-3-methoxy-prop-2-enoate